4-[(E)-3-[2-(3,3-Dimethylbutoxy)-6-hydroxyphenyl]-3-oxoprop-1-enyl]benzenesulfonamide CC(CCOC1=C(C(=CC=C1)O)C(/C=C/C1=CC=C(C=C1)S(=O)(=O)N)=O)(C)C